(2R)-4,4-difluoro-2-(4-fluorophenyl)-N-{4-[6-fluoro-3-(pyridin-2-yl)-1H-pyrrolo[3,2-b]pyridin-2-yl]pyridin-2-yl}butanamide FC(C[C@@H](C(=O)NC1=NC=CC(=C1)C1=C(C2=NC=C(C=C2N1)F)C1=NC=CC=C1)C1=CC=C(C=C1)F)F